methyl 2,6-dichloro-3-(N-((1S,2R)-2-(2,3-dihydro-1H-inden-4-yl)-1-(5-thioxo-4,5-dihydro-1,3,4-oxadiazol-2-yl)propyl)sulfamoyl)benzoate ClC1=C(C(=O)OC)C(=CC=C1S(N[C@@H]([C@H](C)C1=C2CCCC2=CC=C1)C=1OC(NN1)=S)(=O)=O)Cl